BrC=1C=C(C(=C(C1)C(=O)N1CCC(CC1)(F)F)N[C@H]1CN(CCC1)C(=O)C1=CN=CC2=CC=CC=C12)[N+](=O)[O-] (R)-(5-bromo-2-((1-(isoquinoline-4-carbonyl)piperidin-3-yl)amino)-3-nitrophenyl)(4,4-difluoropiperidine-1-yl)methanone